(R,S)-4-(((4-Oxochroman-7-yl)oxy)(3-(trifluoromethyl)pyridin-4-yl)methyl)benzamide O=C1CCOC2=CC(=CC=C12)O[C@H](C1=CC=C(C(=O)N)C=C1)C1=C(C=NC=C1)C(F)(F)F